C(#N)C=1C=C(C=C(C1)C#N)C1=CC=C(C=C1)B(O)O (3',5'-dicyano-[1,1'-biphenyl]-4-yl)boronic acid